(S)-N1-(7-(imidazo[1,2-b]pyridazin-3-ylethynyl)-5-methyl-4-oxo-2,3,4,5-tetrahydrobenzo[b][1,4]oxazepin-3-yl)-N2-phenethyloxalamide N=1C=C(N2N=CC=CC21)C#CC2=CC1=C(OC[C@@H](C(N1C)=O)NC(C(=O)NCCC1=CC=CC=C1)=O)C=C2